6-chloro-4,5-dimethyl-2-(methyl-d3)-4,5-dihydro-2H-[1,2,3]triazolo[4,5-c][1,7]naphthyridine ClC1=NC=CC=2C=3C(C(N(C12)C)C)=NN(N3)C([2H])([2H])[2H]